naphthalen-2-yl (tert-butoxycarbonyl)-L-alaninate C(C)(C)(C)OC(=O)N[C@@H](C)C(=O)OC1=CC2=CC=CC=C2C=C1